(R)-4-(2-chloro-7-iodothieno[3,2-d]pyrimidine-4-yl)-3-methylmorpholine ClC=1N=C(C2=C(N1)C(=CS2)I)N2[C@@H](COCC2)C